CC1=C(C=NC(=C1C)N1C([C@@H]2C[C@@H]2C1)=O)[C@H](C)N1N=NC(=C1)C(=O)OC(C)(C)C tert-butyl 1-((S)-1-(4,5-dimethyl-6-((1R,5S)-2-oxo-3-azabicyclo[3.1.0]hexan-3-yl)pyridin-3-yl)ethyl)-1H-1,2,3-triazole-4-carboxylate